[Br-].OCP hydroxymethyl-phosphine bromide